6-(6-(cyclobutylmethyl)-1H-pyrrolo[2,3-b]pyridin-3-yl)-N-(1-methylpiperidin-4-yl)quinazolin-4-amine C1(CCC1)CC1=CC=C2C(=N1)NC=C2C=2C=C1C(=NC=NC1=CC2)NC2CCN(CC2)C